ClC1=CC(=C(C=C1)NC(=O)C=1N(C2=CC=C(C=C2C1)NC(C1=C(C=CC(=C1)CNC(C(C)C)=O)Cl)=O)COC)C N-(4-chloro-2-methylphenyl)-5-(2-chloro-5-(isobutyrylaminomethyl)benzoylamino)-1-(methoxymethyl)-1H-indole-2-carboxamide